NC1=C(N=CC(=N1)N1CCC(CC1)(C)NC(OC(C)(C)C)=O)SC1=C(C(=CC=C1)NC(CCC(N1CCN(CC1)C(C(F)(F)F)=O)=O)=O)Cl tert-butyl N-(1-{6-amino-5-[(2-chloro-3-{4-oxo-4-[4-(2,2,2-trifluoroacetyl)piperazin-1-yl] butanamido}phenyl)sulfanyl]pyrazin-2-yl}-4-methylpiperidin-4-yl)carbamate